(E)-3-(3-Chlorophenyl)-1-(2,4-dihydroxyphenyl)prop-2-en-1-one ClC=1C=C(C=CC1)/C=C/C(=O)C1=C(C=C(C=C1)O)O